fluoro-2-(trifluoromethyl)oct-3-ene FCC(C=CCCCC)C(F)(F)F